2-amino-5-(3-(2-(dimethylamino)ethyl)-1H-indol-1-yl)-5-oxopentyl nitrate [N+](=O)(OCC(CCC(=O)N1C=C(C2=CC=CC=C12)CCN(C)C)N)[O-]